2-(isopropylamino)-5-(3-(1-oxo-1,2,3,4-tetrahydroisoquinolin-7-yl)-1,2,4-oxadiazol-5-yl)benzonitrile C(C)(C)NC1=C(C#N)C=C(C=C1)C1=NC(=NO1)C1=CC=C2CCNC(C2=C1)=O